m-Ethylbenzonitrile C(C)C=1C=C(C#N)C=CC1